4-bromo-3,5-dimethoxy-amphetamine BrC1=C(C=C(CC(N)C)C=C1OC)OC